4-(4-(quinolin-3-yl)-6-(trifluoromethyl)pyrimidin-2-yl)piperazine-1-carboxylic acid tert-butyl ester C(C)(C)(C)OC(=O)N1CCN(CC1)C1=NC(=CC(=N1)C=1C=NC2=CC=CC=C2C1)C(F)(F)F